2-(1-(5-methoxy-7-methyl-1H-indol-4-yl)ethyl)-2H-indazole-6-carbonitrile COC=1C(=C2C=CNC2=C(C1)C)C(C)N1N=C2C=C(C=CC2=C1)C#N